C1(CC1)C(=O)NC1=NC=C(C(=O)NC([2H])([2H])[2H])C(=C1)NC1=C(C=2N(C=C1)N=CC2F)OC 6-(Cyclopropanecarboxamido)-4-((3-fluoro-4-methoxypyrazolo[1,5-a]pyridin-5-yl)amino)-N-(methyl-d3)nicotinamide